S1CC=CC=C1 Anti-Thiainine